9-(5,6,7,8-tetrahydro-1,8-naphthyridin-2-yl)nonanoic acid N1=C(C=CC=2CCCNC12)CCCCCCCCC(=O)O